2-amino-4-(2-aminophenyl)-4-oxobutanoic acid NC(C(=O)O)CC(=O)C1=C(C=CC=C1)N